4-(aminomethyl)-1-[3,4-difluoro-5-(3-fluorophenoxy)phenyl]piperidin-4-ol NCC1(CCN(CC1)C1=CC(=C(C(=C1)OC1=CC(=CC=C1)F)F)F)O